CCCCCCCCCCCCCCNCCCN N-tetradecylpropane-1,3-diamine